(2-amino-3-(3-(4-(pyrimidin-2-ylmethoxy)benzyl)isoxazol-5-yl)pyridin-1-ium-1-yl)methyl hydrogen phosphate P(=O)(OC[N+]1=C(C(=CC=C1)C1=CC(=NO1)CC1=CC=C(C=C1)OCC1=NC=CC=N1)N)(O)[O-]